3,5-diglycidyloxystyrene C(C1CO1)OC=1C=C(C=C)C=C(C1)OCC1CO1